8-((cyclopropylmethyl)sulfonyl)-3-(3-fluorobenzyl)-1,7-dimethyl-1H-purine-2,6(3H,7H)-dione C1(CC1)CS(=O)(=O)C1=NC=2N(C(N(C(C2N1C)=O)C)=O)CC1=CC(=CC=C1)F